C(C1=CC=CC=C1)N1C(C(OC2=C1C=CC(=C2)NC(=O)NC(C)(C)C)C)=O 1-(4-benzyl-2-methyl-3-oxo-2H-1,4-benzoxazin-7-yl)-3-tert-butylurea